tris(crotyl)chromium C(C=CC)[Cr](CC=CC)CC=CC